BrC=1CCCC2=C(C1C1=CC=C(C=C1)CC1CN(CC1)CCCF)C=CC(=C2)C(=O)OC Methyl 8-bromo-9-(4-((1-(3-fluoropropyl)pyrrolidin-3-yl)methyl)phenyl)-6,7-dihydro-5H-benzo[7]annulene-3-carboxylate